(S)-2-amino-2-methyl-4-phosphonobutanoic acid N[C@](C(=O)O)(CCP(=O)(O)O)C